BrC=1C(=NC(=NC1)Cl)NC=1C=C(C=CC1F)NC(OC(C)(C)C)=O tert-butyl (3-((5-bromo-2-chloropyrimidin-4-yl)amino)-4-fluorophenyl)carbamate